4-(3-fluoro-4-methyl-benzyl)-1-(3-fluoro-5-methoxypyridin-2-yl)-3-(oxetan-3-yl)piperazine-2,5-dione FC=1C=C(CN2C(C(N(CC2=O)C2=NC=C(C=C2F)OC)=O)C2COC2)C=CC1C